ethyl 3-((2-(2-chloro-5H-pyrrolo[2,3-b]pyrazin-7-yl)-5-fluoro-6-(thiophen-2-yl)pyrimidin-4-yl)amino)-4-methyl-4-(pyridin-2-yl)pentanoate ClC=1N=C2C(=NC1)NC=C2C2=NC(=C(C(=N2)NC(CC(=O)OCC)C(C)(C2=NC=CC=C2)C)F)C=2SC=CC2